CC1(C2C3C4C=CC(C3C(C1)C2)C4)C4=CC=C(C=C4)O 8-methyl-8-(4-hydroxyphenyl)tetracyclo[4.4.0.12,5.17,10]dodeca-3-ene